4'-(sulfonylbis(4,1-phenylene))bis(9,9-dimethyl-9,10-dihydroacridine) S(=O)(=O)(C1=CC=C(C=C1)C1=CC=CC=2NC3=CC=CC=C3C(C12)(C)C)C1=CC=C(C=C1)C1=CC=CC=2NC3=CC=CC=C3C(C12)(C)C